t-Butyl Glutarate C(CCCC(=O)[O-])(=O)OC(C)(C)C